NCC(=O)[O-].[Zn+2].[Fe+2].NCC(=O)[O-].NCC(=O)[O-].NCC(=O)[O-] iron-zinc glycinate